(4-(benzyloxy)phenyl)-6-chloro-9H-purine C(C1=CC=CC=C1)OC1=CC=C(C=C1)C1=NC(=C2N=CNC2=N1)Cl